(2-((3-chloro-2-fluoro-5-morpholinobenzyl)amino)-2-oxoethyl)-1H-indazole-3-carboxamide ClC=1C(=C(CNC(CN2N=C(C3=CC=CC=C23)C(=O)N)=O)C=C(C1)N1CCOCC1)F